C1(CC1)N1C=C(C(C2=CC(=C(C=C12)NCCN(C)C)F)=O)CN(CC1=CC(=NC=C1)C)[C@@H]1CN(CCC1)C=1C=NC(=CC1)C 1-Cyclopropyl-7-{[2-(dimethylamino)ethyl]amino}-6-fluoro-3-({[(3S)-1-(6-methyl-pyridin-3-yl)piperidin-3-yl][(2-methylpyridin-4-yl)methyl]amino}methyl)-1,4-dihydroquinolin-4-one